rac-(1s,2r)-cyclohexane-1,2-diol [C@H]1([C@@H](CCCC1)O)O |r|